6-(2-chlorophenyl)-N-(2-fluoro-4-(piperazin-1-yl)phenyl)-8,9-dihydroimidazo[1',2':1,6]pyrido[2,3-d]pyrimidin-2-amine ClC1=C(C=CC=C1)C1=CC2=C(N=C(N=C2)NC2=C(C=C(C=C2)N2CCNCC2)F)N2C1=NCC2